7-((2R,4S,5R)-4-((tert-butyldimethylsilyl)oxy)-5-(((tert-butyldimethylsilyl)oxy)methyl)-5-ethynyltetrahydrofuran-2-yl)-2-chloro-7H-pyrrolo[2,3-d]pyrimidin-4-amine [Si](C)(C)(C(C)(C)C)O[C@H]1C[C@@H](O[C@]1(C#C)CO[Si](C)(C)C(C)(C)C)N1C=CC2=C1N=C(N=C2N)Cl